BrC1=NN(C=N1)C=1C=C(C=CC1)C(=O)N1C[C@@H](OC2=C1C=CC=C2C)C [3-(3-Bromo-1H-1,2,4-triazol-1-yl)phenyl][(2S)-2,3-dihydro-2,8-dimethyl-4H-1,4-benzoxazin-4-yl]methanone